N-(2-(6-(4-morpholinophenyl)-4-oxo-8-(pyridin-3-yl)pyrido[3,4-d]pyrimidin-3(4H)-yl)propyl)methanesulfonamide O1CCN(CC1)C1=CC=C(C=C1)C1=CC2=C(N=CN(C2=O)C(CNS(=O)(=O)C)C)C(=N1)C=1C=NC=CC1